CN(CCCNC(=O)NCCCN(C)C)C 1,3-bis(3-dimethylamino-propyl)urea